FC=1C=C(C=NC1C=1N(C=C(N1)C(F)(F)F)C)CO [5-fluoro-6-[1-methyl-4-(trifluoromethyl)imidazol-2-yl]-3-pyridyl]methanol